C(C)C=1C(N(C=C(C1)C=1NC2=CC=C(C=C2C1C(C)C)C1CCNCC1)C)=O 3-Ethyl-5-(3-isopropyl-5-(piperidin-4-yl)-1H-indol-2-yl)-1-methylpyridin-2(1H)-one